C(C=CCC)(=O)[O-].[Fe+2].C(C=CCC)(=O)[O-] iron pentenoate